NC1=C(C=C2C=C(C=NC2=N1)C(=O)N(CC1=NC=C(C=C1)C(F)(F)F)[C@H]1[C@@H](CCC1)C#N)C 7-amino-N-((1R,2R)-2-cyanocyclopentyl)-6-methyl-N-((5-(trifluoromethyl)-2-pyridinyl)methyl)-1,8-naphthyridine-3-carboxamide